C(C)(C)(C)OC(=O)C1N(C2=C3C(NCC2CC1)NCCC3)CCCC(=O)O 4-((3aS,3aS,10aR)-2-(tert-butoxycarbonyl)decahydro-1H,4H-pyrido[1,6]naphthyridin-1-yl)butanoic acid